C1(=CC=CC2=C(C=CC=C12)C1=CC=C(C(=O)O)C=C1)C1=CC=C(C(=O)O)C=C1 4,4'-(naphthalene-1,5-diyl)dibenzoic acid